O1CC(C1)OC1=NC(=NC=C1C(F)(F)F)N[C@@H]1C[C@@H](CCC1)C=1N=NN2C1C=CC=C2 4-(oxetan-3-yloxy)-N-[(1S,3R)-3-(triazolo[1,5-a]pyridin-3-yl)cyclohexyl]-5-(trifluoromethyl)pyrimidin-2-amine